C(C)(C)(C)OC(=O)N1[C@@H](CN([C@H](C1)CO)C(C1=CC=C(C=C1)F)C1=CC=C(C=C1)F)C (2r,5r)-4-(bis(4-fluorophenyl)methyl)-5-(hydroxymethyl)-2-methylpiperazine-1-carboxylic acid tert-butyl ester